N,N'-bis(3-(triethoxysilyl)propyl)ethylenediamine CCO[Si](CCCNCCNCCC[Si](OCC)(OCC)OCC)(OCC)OCC